2-Methyl-6-(2,3,5,6-Tetrafluoro-3'-(Hydroxymethyl)-[1,1'-Biphenyl]-4-yl)-1H-benzo[d]Imidazol CC1=NC2=C(N1)C=C(C=C2)C2=C(C(=C(C(=C2F)F)C2=CC(=CC=C2)CO)F)F